3-(carbonyl-ethoxy)propyl-dimethylethoxysilane (1r,3r)-3-(5,7-difluoro-2-(4-fluorophenyl)-1H-indol-3-yl)cyclobutyl-(1,3-dihydroxy-2-(hydroxymethyl)propan-2-yl)carbamate FC=1C=C2C(=C(NC2=C(C1)F)C1=CC=C(C=C1)F)C1CC(C1)N(C(O)=O)C(CO)(CO)CO.C(=O)=CCOCCC[Si](OCC)(C)C